1-[[(piperidin-4-yl)amino]methyl]cyclopropane-1-carbonitrile trifluoroacetic acid salt FC(C(=O)O)(F)F.N1CCC(CC1)NCC1(CC1)C#N